2-chloro-N-(naphthalen-2-yl)dibenzo[b,e][1,4]dioxin-1-amine ClC1=C(C2=C(OC3=C(O2)C=CC=C3)C=C1)NC1=CC3=CC=CC=C3C=C1